FC(C1=CC=CC=2N1N=C(C2)[C@@H]2N(CCC1=C2N=CN1)C(=O)C=1OC(=NN1)C1=NC=CN=C1)F (R)-(4-(7-(difluoromethyl)pyrazolo[1,5-a]pyridin-2-yl)-6,7-dihydro-1H-imidazo[4,5-c]pyridin-5(4H)-yl)(5-(pyrazin-2-yl)-1,3,4-oxadiazol-2-yl)methanone